[N+](=O)([O-])C1=CC=C(C=C1)C1=C(C=C2C(=N1)CCC2)C(=O)OC(C)(C)C tert-butyl 2-(4-nitrophenyl)-6,7-dihydro-5H-cyclopenta[b]-pyridine-3-carboxylate